2,6-dichloro-4-(3-chlorobenzylcarbamoyl)benzoic acid ClC1=C(C(=O)O)C(=CC(=C1)C(NCC1=CC(=CC=C1)Cl)=O)Cl